C(#N)C=1SC2=C(N1)C=C(C=C2)NC2C(CN(CC2)C(=O)OC(C)(C)C)(C)C tert-butyl 4-[(2-cyano-1,3-benzothiazol-5-yl)amino]-3,3-dimethyl-piperidine-1-carboxylate